4-(((R)-7-((2S,4R)-2-(2,5-Difluorophenyl)-4-(methylamino)piperidine-1-carbonyl)-7-azaspiro[4.5]decan-10-yl)methyl)morpholin-3-one FC1=C(C=C(C=C1)F)[C@H]1N(CC[C@H](C1)NC)C(=O)N1CC2(CCCC2)[C@@H](CC1)CN1C(COCC1)=O